t-Butyl 3-((1-(((4-(1-cyanocyclopropyl)phenyl)(5-(3,5-dimethylisoxazol-4-yl)-2-methyl phenyl)amino)methyl)cyclopropyl)methoxy)azetidine-1-carboxylate C(#N)C1(CC1)C1=CC=C(C=C1)N(C1=C(C=CC(=C1)C=1C(=NOC1C)C)C)CC1(CC1)COC1CN(C1)C(=O)OC(C)(C)C